N[C@@H](C(C)C)C(=O)OCCC(C(=O)O)O 4-((L-Valyl)oxy)hydroxybutyric acid